(2S,4R)-1-(2-(3-acetyl-5-(pyridazin-4-yl)-1H-indol-1-yl)acetyl)-N-(3-chloro-2-(trifluoro-methyl)phenyl)-4-fluoropyrrolidine-2-carboxamide C(C)(=O)C1=CN(C2=CC=C(C=C12)C1=CN=NC=C1)CC(=O)N1[C@@H](C[C@H](C1)F)C(=O)NC1=C(C(=CC=C1)Cl)C(F)(F)F